C(C)(C)(C)OC(=O)C1=CSC=2C1=NC=CC2C2=C(C=CC(=C2)Cl)C#CCBr 7-(2-(3-bromoprop-1-yn-1-yl)-5-chlorophenyl)thieno[3,2-b]pyridine-3-carboxylic acid tert-butyl ester